ClC=1C=CC(=NC1)C1=CN=C(O1)NC=1C=CC(=NC1)C#N 5-((5-(5-Chloropyridin-2-yl)oxazol-2-yl)amino)pyridinecarbonitrile